O[C@H](C)N1N=C(C=C1)C(=O)N |r| [(1RS)-1-hydroxyethyl]-1H-pyrazole-3-carboxamide